(3S,5S)-5-(3-((1,1-dioxido-2,3-dihydrobenzo[b]thiophen-5-yl)amino)-1H-pyrazol-5-yl)tetrahydrofuran-3-yl isopropylcarbamate C(C)(C)NC(O[C@@H]1CO[C@@H](C1)C1=CC(=NN1)NC1=CC2=C(S(CC2)(=O)=O)C=C1)=O